ClC1=CC=C(COC2=CC(=C(C=O)C=C2)O)C=C1 4-((4-chlorobenzyl)oxy)-2-hydroxybenzaldehyde